5-fluoro-4-methylbenzo[d]isothiazol-3(2H)one-1,1-dioxide FC=1C=CC2=C(C(NS2(=O)=O)=O)C1C